C12C(C3CC(CC(C1)C3)C2)NC(=O)C=2NC=C(C2)C2=CC=C(C=C2)F N-(adamantan-2-yl)-4-(4-fluorophenyl)-1H-pyrrole-2-carboxamide